ClC=1C=CC(=C(C1)C1=NN(C=C1NC(=O)C=1C=NN2C1N=CC=C2)C)OC(C)C N-(3-(5-chloro-2-isopropoxyphenyl)-1-methyl-1H-pyrazol-4-yl)pyrazolo[1,5-a]pyrimidine-3-carboxamide